FC1(C(CCC1)OC1=C(C=C(N)C=C1)F)F 4-((2,2-difluorocyclopentyl)oxy)-3-fluoroaniline